ClC=1C=CC=C2C[C@@H]([C@@H](C12)NC([O-])=O)OCOC (1R,2S)-7-Chloro-2-(methoxymethoxy)-2,3-dihydro-1H-inden-1-yl-carbamat